C(C(=C)C)(=O)OC1(C2CC3CC(CC1C3)C2)C(C)C 2-isopropyL-2-adamantyl methacrylate